C1(=CC(=CC=C1)NC1=C(C#N)C(=CC=C1)N1C2=CC=CC=C2C=2C=CC=CC12)C1=C(C(=C(C(=C1[2H])[2H])[2H])[2H])[2H] 2-(([1,1'-biphenyl]-3-yl-2',3',4',5',6'-d5)amino)-6-(9H-carbazol-9-yl)benzonitrile